CC1(CCN(CC1)C=1OC(=CC(C1C)=O)C)C 2-(4,4-dimethylpiperidin-1-yl)-3,6-dimethyl-4-oxo-4H-pyran